The molecule is a bile acid glycine conjugate derived from ursoodeoxycholic acid. It has a role as a neuroprotective agent and a human blood serum metabolite. It is a bile acid glycine conjugate and a N-acylglycine. It derives from an ursodeoxycholic acid. It is a conjugate acid of a glycoursodeoxycholate. C[C@H](CCC(=O)NCC(=O)O)[C@H]1CC[C@@H]2[C@@]1(CC[C@H]3[C@H]2[C@H](C[C@H]4[C@@]3(CC[C@H](C4)O)C)O)C